[C@H]1(C(=O)NC(=O)N1)NC(=O)N N-[(4S)-2,5-dioxo-4-imidazolidinyl]-urea